ClC1=C(C=CC(=C1Cl)S(N[C@H](C(F)(F)F)C)(=O)=O)C1=C(N=C(S1)C1=NC(=CC=C1)C(C)(C)O)C(=O)O (S)-5-(2,3-dichloro-4-(N-(1,1,1-trifluoropropan-2-yl)sulfamoyl)phenyl)-2-(6-(2-hydroxypropan-2-yl)pyridin-2-yl)thiazole-4-carboxylic acid